N-[5-chloro-4-[2-chloro-3-(4-methylpiperazin-1-yl)phenoxy]-6-(o-tolyl)pyrimidin-2-yl]-1-methyl-pyrazole-4-sulfonamide ClC=1C(=NC(=NC1C1=C(C=CC=C1)C)NS(=O)(=O)C=1C=NN(C1)C)OC1=C(C(=CC=C1)N1CCN(CC1)C)Cl